ClC=1C=C(C=CC1OCC1=NC=CC=C1)NC=1C2=C(N=CN1)SC=C2C2CCN(CC2)C(C=C)=O 1-(4-(4-((3-chloro-4-(pyridin-2-ylmethoxy)phenyl)amino)thieno[2,3-d]pyrimidin-5-yl)piperidin-1-yl)prop-2-en-1-one